N-(3-chloro-5-(methylsulfonamido)phenyl)-4-(3-((3-fluoro-5-(methylsulfonyl)benzyl)oxy)-5-(trifluoromethyl)pyridin-2-yl)-5-methylthiophene-2-carboxamide ClC=1C=C(C=C(C1)NS(=O)(=O)C)NC(=O)C=1SC(=C(C1)C1=NC=C(C=C1OCC1=CC(=CC(=C1)S(=O)(=O)C)F)C(F)(F)F)C